N-isopropyl-7-methylsulfonyl-5-[4-(trifluoromethyl)phenyl]naphthalene-2-carboxamide C(C)(C)NC(=O)C1=CC2=CC(=CC(=C2C=C1)C1=CC=C(C=C1)C(F)(F)F)S(=O)(=O)C